[2-(3,5-Difluoropyridin-4-yl)propan-2-yl]Carbamic acid benzyl ester C(C1=CC=CC=C1)OC(NC(C)(C)C1=C(C=NC=C1F)F)=O